FC1(CN(CC1)CCC1C=2N(CCN1)C(=NN2)C2=NC(=NS2)C)F 5-(8-(2-(3,3-difluoropyrrolidin-1-yl)ethyl)-5,6,7,8-tetrahydro-[1,2,4]triazolo[4,3-a]pyrazin-3-yl)-3-methyl-1,2,4-thiadiazole